5,5',5'',5'''-(6-(4,6-diphenylpyrimidin-2-yl)pyridine-2,3,4,5-tetrayl)tetrakis(10,11-dihydro-5H-dibenzo[b,f]azepine) C1(=CC=CC=C1)C1=NC(=NC(=C1)C1=CC=CC=C1)C1=C(C(=C(C(=N1)N1C2=C(CCC3=C1C=CC=C3)C=CC=C2)N2C3=C(CCC1=C2C=CC=C1)C=CC=C3)N3C1=C(CCC2=C3C=CC=C2)C=CC=C1)N1C2=C(CCC3=C1C=CC=C3)C=CC=C2